naphthalene-2,5-di-carboxylic acid C1=C(C=CC=2C(=CC=CC12)C(=O)O)C(=O)O